C(CCC(C)C)OCCO ethylene glycol isohexyl ether